4-((8-methyl-2,3-dihydro-1H-pyrido[2,3-b][1,4]oxazin-7-yl)amino)-N-(4-(4-methylpiperazin-1-yl)-3-nitrophenyl)-2-oxo-1,2-dihydropyridine-3-carboxamide CC1=C(C=NC=2OCCNC21)NC2=C(C(NC=C2)=O)C(=O)NC2=CC(=C(C=C2)N2CCN(CC2)C)[N+](=O)[O-]